2-methyl-6,7-dichloroflavanone CC1(OC2=CC(=C(C=C2C(C1)=O)Cl)Cl)C1=CC=CC=C1